2-(2-hydroxyethyl)-1-[6-(1-hydroxy-1-methyl-ethyl)-2-pyridyl]-6-methylsulfanyl-pyrazolo[3,4-d]pyrimidin-3-one OCCN1N(C2=NC(=NC=C2C1=O)SC)C1=NC(=CC=C1)C(C)(C)O